N-((2R,3S)-2-((((CIS)-4-phenylcyclohexyl)oxy)methyl)pyrrolidin-3-yl)methanesulfonamide C1(=CC=CC=C1)[C@H]1CC[C@H](CC1)OC[C@@H]1NCC[C@@H]1NS(=O)(=O)C